Diethyl (6-(chloromethyl)pyridine-2-yl)phosphonate ClCC1=CC=CC(=N1)P(OCC)(OCC)=O